OCC(C)(O)C1=NC=C(C=N1)C1=CC2=C(N=C3N2[C@H]2C4=C(C(N([C@@H]3C2)C([2H])([2H])[2H])=O)C=CC=C4C#CC)C=C1 (7R,14R)-11-(2-(1,2-dihydroxypropan-2-yl)pyrimidin-5-yl)-6-(methyl-d3)-1-(prop-1-yn-1-yl)-6,7-dihydro-7,14-methanobenzo[f]benzo[4,5]imidazo[1,2-a][1,4]diazocin-5(14H)-one